formyloxy-N-benzyloxycarbonyl-proline methyl ester COC([C@]1(N(CCC1)C(=O)OCC1=CC=CC=C1)OC=O)=O